5-(trifluoromethyl)spiro[indoline-3,4'-piperidine]-2-one FC(C=1C=C2C(=CC1)NC(C21CCNCC1)=O)(F)F